N[C@@H]1CCCC12CCN(CC2)C=2N=C(C(=NC2CO)C=2C(=C(C#N)C(=CC2)Cl)F)C 3-{5-[(1R)-1-amino-8-azaspiro[4.5]decan-8-yl]-6-(hydroxymethyl)-3-methylpyrazin-2-yl}-6-chloro-2-fluorobenzonitrile